C1(=CC=CC2=CC=CC=C12)C1(CC1)C1=C(C(=O)N)C=C(C=C1)C=1CCNCC1 (1-(naphthalen-1-yl)cyclopropyl)-5-(1,2,3,6-tetrahydropyridin-4-yl)benzamide